(3-fluoro-4-guanidinomethyl-phenyl)-amide FC=1C=C(C=CC1CNC(=N)N)[NH-]